FC1=C(CN2N=NC(=C2)CC(C(=O)N)=CC2=CC=CC=C2)C=CC=C1 ((1-(2-fluorobenzyl)-1H-1,2,3-triazol-4-yl)methyl)cinnamamide